(S)-N-(3-(1-((2-amino-5-chloropyridin-3-yl)oxy)ethyl)phenyl)-2,5-dichlorobenzamide NC1=NC=C(C=C1O[C@@H](C)C=1C=C(C=CC1)NC(C1=C(C=CC(=C1)Cl)Cl)=O)Cl